BrC1=CC=C(C=C1)C(C)(C)C=1N=C(SC1)NC(NCC1=CC=C(C=C1)N1CCC(CC1)C(=O)N)=O 1-(4-((3-(4-(2-(4-bromophenyl)propan-2-yl)thiazol-2-yl)ureido)methyl)phenyl)piperidine-4-carboxamide